FC1=CC=C(C=C1)N1C=NN(C1=O)CSC1=CC(=C(OCC(=O)O)C=C1)C 2-(4-(((4-(4-Fluorophenyl)-5-oxo-4,5-dihydro-1H-1,2,4-triazol-1-yl)meth-yl)thio)-2-methylphenoxy)acetic acid